C(CC(=O)C)(=O)[O-].C(CC(=O)C)(=O)[O-].[Ni+2] Nickel diacetoacetate